C(CCCCC(C)C)=O isooctanal